COC1=CC=C(CNC(CN2N=C(C(=C2)C2=CC=NC3=CC=CC=C23)C2=NC=CC=C2)=O)C=C1 N-(4-methoxybenzyl)-2-(3-(pyridin-2-yl)-4-(quinolin-4-yl)-1H-pyrazol-1-yl)acetamide